BrC1=NC(=NC(=C1C)N1CCNCC1)OCC1N(CCC1)C 4-bromo-5-methyl-2-((1-methylpyrrolidin-2-yl)methoxy)-6-(piperazin-1-yl)pyrimidine